NC1=C(N=CC(=N1)N1CCC(CC1)(C)CNC(OC(C)(C)C)=O)SC1=C(C(=NC=C1)N)Cl tert-butyl ((1-(6-amino-5-((2-amino-3-chloropyridin-4-yl)thio)pyrazin-2-yl)-4-methylpiperidin-4-yl)methyl)carbamate